5-(5-(5-fluoro-2-methoxypyridin-4-yl)-1H-pyrazole-3-carbonyl)-N-((1r,4R)-4-hydroxy-4-(trifluoromethyl)cyclohexyl)-5-azaspiro[3.5]nonane-8-carboxamide FC=1C(=CC(=NC1)OC)C1=CC(=NN1)C(=O)N1C2(CCC2)CC(CC1)C(=O)NC1CCC(CC1)(C(F)(F)F)O